2-(3-amino-2,6-dichloro-phenyl)-2,2-difluoro-acetic acid NC=1C(=C(C(=CC1)Cl)C(C(=O)O)(F)F)Cl